1-Ethyl 14-hydroxy-3,6,9,12-tetraoxatetradecan-1-oate OCCOCCOCCOCCOCC(=O)OCC